ClC=1N=C2C(=C(C(N(C2=CC1)C)=O)C#N)N1CCC(CC1)OC1=CC(=CC=C1)OC(F)(F)F 6-chloro-1-methyl-2-oxo-4-(4-(3-(trifluoromethoxy)phenoxy)piperidin-1-yl)-1,2-dihydro-1,5-naphthyridine-3-carbonitrile